(3-{[(2R)-1-(but-2-ynoyl)azetidin-2-yl]methoxy}pyridin-4-yl)-3-[(2-ethoxy-3-fluorophenyl)amino]-1H,5H,6H,7H-pyrrolo[3,2-c]pyridin-4-one C(C#CC)(=O)N1[C@H](CC1)COC=1C=NC=CC1N1C=C(C=2C(NCCC21)=O)NC2=C(C(=CC=C2)F)OCC